tert-butyl (6-chloro-5-fluoro-4-iodopyridin-3-yl)carbamate ClC1=C(C(=C(C=N1)NC(OC(C)(C)C)=O)I)F